(±)-8-(2-hydroxy-2-(methyl-d3)cyclopentyl)-6-(methyl-d3)-2-((1-(methylsulfonyl)piperidin-4-yl-3,3,5,5-d4)-amino)pyrido[2,3-d]pyrimidin-7(8H)-one OC1(C(CCC1)N1C(C(=CC2=C1N=C(N=C2)NC2C(CN(CC2([2H])[2H])S(=O)(=O)C)([2H])[2H])C([2H])([2H])[2H])=O)C([2H])([2H])[2H]